ClC1=NN(C=C1C1=NC=CC(=N1)NC=1N=CC2=C(C=CC(=C2C1)C(C)C)N1[C@@H]([C@H](C1)CS(=O)(=O)C)C)CC=1OC=C(N1)C N-(2-(3-chloro-1-((4-methyl-oxazol-2-yl)methyl)-1H-pyrazol-4-yl)pyrimidin-4-yl)-5-isopropyl-8-((2R,3S)-2-methyl-3-((methylsulfonyl)methyl)azetidin-1-yl)isoquinolin-3-amine